cyclopentylsulfonyl-(2-trifluoromethylphenylsulfonyl)diazomethane benzyl-(2s,4r)-4-phenylpyrrolidine-2-carboxylate C(C1=CC=CC=C1)OC(=O)[C@H]1NC[C@H](C1)C1=CC=CC=C1.C1(CCCC1)S(=O)(=O)C(=[N+]=[N-])S(=O)(=O)C1=C(C=CC=C1)C(F)(F)F